5-(3-benzylpyrrolidin-3-yl)-6-methyl-1-(tetrahydro-2H-pyran-2-yl)-1H-indazole C(C1=CC=CC=C1)C1(CNCC1)C=1C=C2C=NN(C2=CC1C)C1OCCCC1